2-(5-methoxypyridin-3-yl)-3-(4-methylpiperazin-1-yl)propanoic acid COC=1C=C(C=NC1)C(C(=O)O)CN1CCN(CC1)C